ClC1=C(C=CC(=C1)C(F)(F)F)C1=NC(=NO1)CNC(=O)C=1C(=NC=CC1)C(F)(F)F N-((5-(2-chloro-4-(trifluoromethyl)phenyl)-1,2,4-oxadiazol-3-yl)methyl)-2-(trifluoromethyl)pyridine-3-carboxamide